N-(5-((2-(2,2-dimethylpyrrolidin-1-yl)ethyl)carbamoyl)-2-methylpyridin-3-yl)-2-(2-morpholinopyridin-4-yl)pyrazolo[5,1-b]thiazole-7-carboxamide CC1(N(CCC1)CCNC(=O)C=1C=C(C(=NC1)C)NC(=O)C=1C=NN2C1SC(=C2)C2=CC(=NC=C2)N2CCOCC2)C